N1CC(CCC1)NC1=NC=C(C=N1)C(F)(F)F N-(piperidine-3-yl)-5-(trifluoromethyl)pyrimidin-2-amine